C(C)(=O)[O-].C(CCCC)[NH+]1CC(CCC1)C 1-Pentyl-3-Methylpiperidinium acetat